4-({4-[5-(Dimethylcarbamoyl)pyrazin-2-yl]-3-methoxypyridin-2-yl}amino)-N-(2H3)methyl-6-[(1-methyl-1H-pyrazol-3-yl)amino]pyridazin-3-carboxamid CN(C(=O)C=1N=CC(=NC1)C1=C(C(=NC=C1)NC1=C(N=NC(=C1)NC1=NN(C=C1)C)C(=O)NC([2H])([2H])[2H])OC)C